C(#N)C1CC2(C1)CC(N(CC2)CC2=C1C=CNC1=C(C=C2OC)C)C2=CC=C(C(=O)N1CCC(CC1)C(=O)O)C=C2 1-(4-(2-cyano-7-((5-methoxy-7-methyl-1H-indol-4-yl)methyl)-7-azaspiro[3.5]nonan-6-yl)benzoyl)piperidine-4-carboxylic acid